BrCCCCCCCCC1=C(C(=C(C(=C1C)OC)OC)OC)OC 1-(8-bromooctyl)-2,3,4,5-tetramethoxy-6-methylbenzene